2,6-difluoro-4-methylsulfonyl-aniline FC1=C(N)C(=CC(=C1)S(=O)(=O)C)F